tert-Butyl 4-(6-(4-carbamoyl-1H-imidazol-1-yl)pyridin-2-yl)piperazine-1-carboxylate C(N)(=O)C=1N=CN(C1)C1=CC=CC(=N1)N1CCN(CC1)C(=O)OC(C)(C)C